FC1=C(C=CC(=C1)C(F)(F)F)[C@@H]1N(C[C@@H](C[C@H]1O)C)C(=O)OC(C)(C)C Cis-tert-butyl (2S,3R,5R)-2-(2-fluoro-4-(trifluoromethyl)phenyl)-3-hydroxy-5-methylpiperidine-1-carboxylate